[Si](C)(C)(C(C)(C)C)OCCOC1=C(C=C(C=O)C=C1C)C 4-(2-(tert-butyldimethylsilyloxy)ethoxy)-3,5-dimethylbenzaldehyde